NC1=NC(=CC(=N1)N1[C@@H](COCCC1)C=1C=C(C=CC1Cl)NC(CCO)=O)C |r| (+-)-N-[3-[4-(2-amino-6-methyl-pyrimidin-4-yl)-1,4-oxazepan-3-yl]-4-chloro-phenyl]-3-hydroxy-propionamide